C(C)(=O)C1=C(OC(=CC1=O)C)O 3-Acetyl-2-hydroxy-6-methyl-4H-pyran-4-one